2,9-dibromo-1,10-phenanthroline-5,6-dinitrile BrC1=NC=2C3=NC(=CC=C3C(=C(C2C=C1)C#N)C#N)Br